C1(CC1)C1=C2C(=CC=C1)N(C(C21CCN(CC1)C(=O)C=1C=C2C=NNC2=CC1)=O)CC(=O)NCC(F)(F)F 2-[4-cyclopropyl-1'-(1H-indazole-5-carbonyl)-2-oxospiro[indole-3,4'-piperidin]-1-yl]-N-(2,2,2-trifluoroethyl)acetamide